BrC=1C=C(C=CC1)C1=NN=C(O1)N 5-(3-bromophenyl)-1,3,4-oxadiazol-2-amine